C(C)(C)(C)[Si](C1=CC=CC=C1)(C1=CC=CC=C1)OCC(C)N=C=S tert-butyl(2-isothiocyanatopropoxy)diphenylsilane